CN(C)CC1=NOC(=N1)C=1C(=NC(=NC1)NC=1C=C2CCCS(C2=CC1)(=O)=O)N[C@H](CO)C1=CC=CC=C1 (2S)-2-[[5-[3-[(dimethylamino)methyl]-1,2,4-oxadiazol-5-yl]-2-[(1,1-dioxo-3,4-dihydro-2H-thiochromen-6-yl)amino]pyrimidin-4-yl]amino]-2-phenyl-ethanol